C(C)N[C@H](C)C(=O)O.C1(CCCCC1)S(=O)(=O)N=NCS(=O)(=O)CCCS(=O)(=O)CN=NS(=O)(=O)C1CCCCC1 1,3-bis(cyclohexylsulfonylazomethylsulfonyl)propane Ethyl-D-alaninate